ClC=1C(=C2CCNC2=CC1)F 5-chloro-4-fluoroindoline